NC1(CC(C1)C(=O)[O-])CO 3-amino-3-(hydroxymethyl)cyclobutane-1-carboxylate